BrC1=CNC=2N=CN=C(C21)Cl 5-bromo-4-chloro-7H-pyrrolo[2,3-D]pyrimidine